2-ethyl-9-(n-hexyloxy)anthracene C(C)C1=CC2=C(C3=CC=CC=C3C=C2C=C1)OCCCCCC